N=1C=NN2C1C=C(C=C2)OC2=C(C=C(C=C2)NC=2C1=C(N=CN2)C=C(S1)C=1C=C(C=CC1)NC(C=C)=O)C N-(3-(4-((4-([1,2,4]triazolo[1,5-a]pyridin-7-yloxy)-3-methylphenyl)amino)thieno[3,2-d]pyrimidin-6-yl)phenyl)acrylamide